C(#N)C1=C(C=CC(=C1)C(F)(F)F)N1CCC(CC1)(C(=O)N[C@H]1CN(CC1)C)C1=CC=C(C=N1)C=1C(=NC=CC1)OCC 1-[2-cyano-4-(trifluoromethyl)phenyl]-4-{2'-ethoxy-[3,3'-bipyridin]-6-yl}-N-[(3R)-1-methylpyrrolidin-3-yl]piperidine-4-carboxamide